tetramethylspiro[cyclopropane-1,5'-inden]-7'(6'H)-one CC1(C(C12C=C1C=CC=C1C(C2)=O)(C)C)C